4-(tert-butyl)-N-((4-(4-fluorobenzoylamino)phenyl)thiocarbamoyl)benzamide (3-methyl-3-oxetanyl)methylmethacrylate CC1(COC1)COC(C(=C)C)=O.C(C)(C)(C)C1=CC=C(C(=O)NC(NC2=CC=C(C=C2)NC(C2=CC=C(C=C2)F)=O)=S)C=C1